butylidenebis(6-tert-butyl-3-methylphenol) C(CCC)(C1=C(C(=CC=C1C)C(C)(C)C)O)C1=C(C(=CC=C1C)C(C)(C)C)O